(3S,4R)-4-((5-chloro-4-(2-(3,3-difluorocyclopentyl)-4-fluoro-1-isopropyl-1H-benzo[d]imidazol-6-yl)pyrimidin-2-yl)amino)tetrahydro-2H-pyran-3-ol ClC=1C(=NC(=NC1)N[C@H]1[C@@H](COCC1)O)C=1C=C(C2=C(N(C(=N2)C2CC(CC2)(F)F)C(C)C)C1)F